tert-Butyl 6-chloro-3-[[(1R)-1-[2-(1,3-dimethylpyrazol-4-yl)-3,6-dimethyl-4-oxo-chromen-8-yl]ethyl]amino]pyridine-2-carboxylate ClC1=CC=C(C(=N1)C(=O)OC(C)(C)C)N[C@H](C)C=1C=C(C=C2C(C(=C(OC12)C=1C(=NN(C1)C)C)C)=O)C